pyrimidine-4-carboxamid N1=CN=C(C=C1)C(=O)N